ethyl 2-(3-(1-bromo-8-((2,4-dimethoxybenzyl)amino)imidazo[1,5-a]pyrazin-3-yl)cyclopentyl)acetate BrC=1N=C(N2C1C(=NC=C2)NCC2=C(C=C(C=C2)OC)OC)C2CC(CC2)CC(=O)OCC